4-amino-3-(4-sulfobutoxy)benzenesulfonic acid NC1=C(C=C(C=C1)S(=O)(=O)O)OCCCCS(=O)(=O)O